4-(3,5-difluoro-2-hydroxyphenyl)cyclohexan-1-one FC=1C(=C(C=C(C1)F)C1CCC(CC1)=O)O